C(C)(C)(C)OC(=O)N[C@H]1C[C@H](C[C@H]1OC)C(=O)O (1R,3S,4R)-3-[(tert-Butoxycarbonyl)amino]-4-methoxycyclopentane-1-carboxylic acid